chloroallyl-glycerol ClC=CCC(O)C(O)CO